C(C)OC(COC=1C(=CC=C2C(=CC(N(C12)C)=O)C)F)OCC 8-(2,2-Diethoxyethoxy)-7-fluoro-1,4-dimethylquinolin-2(1H)-one